2-(dimethylaminomethyl)-4-(2-aminoethyl-thiomethyl)thiazole CN(C)CC=1SC=C(N1)CSCCN